3,3-dimethyl-4-oxopiperidine-1-carboxylic acid t-butyl ester C(C)(C)(C)OC(=O)N1CC(C(CC1)=O)(C)C